(S)-2-Fluoro-N-(pyrimidin-4-yl)-4-(3-(pyrrolidin-1-yl)-3-(3-(trifluoromethyl)phenethyl)piperidin-1-yl)benzenesulfonamide FC1=C(C=CC(=C1)N1C[C@@](CCC1)(CCC1=CC(=CC=C1)C(F)(F)F)N1CCCC1)S(=O)(=O)NC1=NC=NC=C1